2,4-dipropoxyphenol C(CC)OC1=C(C=CC(=C1)OCCC)O